((2S)-2-(butoxymethyl)-4-(4-(trifluoromethyl)phenyl)pyrrolidin-1-yl)-N-(4-(ethylsulfonyl)benzyl)benzamide C(CCC)OC[C@H]1N(CC(C1)C1=CC=C(C=C1)C(F)(F)F)C1=C(C(=O)NCC2=CC=C(C=C2)S(=O)(=O)CC)C=CC=C1